(E)-1-(4-Hydroxyphenyl)-3-[3-(quinolin-2-ylmethoxy)phenyl]prop-2-en-1-one OC1=CC=C(C=C1)C(\C=C\C1=CC(=CC=C1)OCC1=NC2=CC=CC=C2C=C1)=O